C(#N)C=1C=CC(=NC1)N[C@@H]1CC[C@H](CC1)N(C(=O)NCC1=C(C=CC=C1)OC)C1=CC=C(C=C1)C=1C=NN(C1)C 1-(trans-4-((5-cyanopyridin-2-yl)amino)cyclohexyl)-3-(2-methoxybenzyl)-1-(4-(1-methyl-1H-pyrazol-4-yl)phenyl)urea